C(#C)C1=CC=C(CCN2COC3=C(C2)C=C(C=C3)C)C=C1 3-(4-ethynylphenethyl)-6-methyl-3,4-dihydro-2H-1,3-benzoxazine